5-chloro-2-methoxy-N-[5-oxo-3-(pyridine-3-Yl)-2,3,4,5-tetrahydropyrido[3,2-f][1,4]oxazepin-7-yl]benzenesulfonamide ClC=1C=CC(=C(C1)S(=O)(=O)NC1=CC=2C(NC(COC2N=C1)C=1C=NC=CC1)=O)OC